C(CCCCCCCCC)OCOCCCC(CC(C)[Mg]I)C 6-decyloxymethoxy-1,3-dimethylhexylmagnesium iodide